C12(CC3CC(CC(C1)C3)C2)NC(COC2=NC(NC(=C2F)OCCO)=O)=O N-(adamantan-1-yl)-2-((5-fluoro-6-(2-hydroxyethoxy)-2-oxo-1,2-dihydropyrimidin-4-yl)oxy)acetamide